C(C1=CC=CC=C1)N1C(CCC2=CC(=C(C=C12)O)O)N=O 1-benzyl-2-nitroso-1,2,3,4-tetrahydroquinoline-6,7-diol